4-[(1S)-1-[[1-methyl-4-(2-phenoxyethylamino)piperidine-4-carbonyl]amino]ethyl]benzoic acid CN1CCC(CC1)(C(=O)N[C@@H](C)C1=CC=C(C(=O)O)C=C1)NCCOC1=CC=CC=C1